2-[3-(4-Bromobutoxy)-propoxy]-tetrahydropyran BrCCCCOCCCOC1OCCCC1